4-((2-(1H-imidazol-1-yl)-6-methoxy-7-(3-(pyrrolidin-1-yl)propoxy)quinazolin-4-yl)amino)tetrahydro-2H-thiopyran 1,1-dioxide N1(C=NC=C1)C1=NC2=CC(=C(C=C2C(=N1)NC1CCS(CC1)(=O)=O)OC)OCCCN1CCCC1